1-ethoxy-4-fluoro-1-oxobutan-2-yl tosyl-D-prolinate S(=O)(=O)(C1=CC=C(C)C=C1)N1[C@H](CCC1)C(=O)OC(C(=O)OCC)CCF